((4R,5R)-5-(2-iodophenyl)-2,2-dimethyl-1,3-dioxolan-4-yl)methanol IC1=C(C=CC=C1)[C@@H]1[C@H](OC(O1)(C)C)CO